C(C)(=O)N(N(C(=O)C1=CC=C2N=C(C=3N(C2=C1)C=NC3)N)CC=3SC1=C(N3)C=C(C=C1)Cl)C.[P].[Ge].[Pb].[Bi] bismuth-lead-germanium phosphorus N'-acetyl-4-amino-N-((5-chlorobenzo[d]thiazol-2-yl)methyl)-N'-methylimidazo[1,5-a]quinoxaline-8-carbohydrazide